ClC1=C(C(C2=CC=CC=C2C1=O)=O)NC(CCCC[C@H]1SSCC1)=O (R)-N-(3-chloro-1,4-dioxo-1,4-dihydronaphthalen-2-yl)-5-(1,2-dithiolan-3-yl)pentanamide